ClC1=C(C=CC=C1)C1=NC=2NC(N(C(C2N1C1=CC=C(C=C1)Cl)=O)CC(C(=O)O)(C)C)=O 8-(2-chlorophenyl)-7-(4-chlorophenyl)-2,6-dioxo-2,3,6,7-tetrahydro-1H-purin-1-yl-2,2-dimethylpropionic acid